mono-ammonium glucarate O=C([C@H](O)[C@@H](O)[C@H](O)[C@H](O)C(=O)[O-])O.[NH4+]